ClC=1C=C(OC2=C3CC(C(C3=C(C=C2)SC(F)(F)F)=O)F)C=C(C1)F 4-(3-chloro-5-fluoro-phenoxy)-2-fluoro-7-(trifluoromethylsulfanyl)-indan-1-one